5-fluorothieno[2,3-b]pyridin-3-amine FC=1C=C2C(=NC1)SC=C2N